(S)-1-methyl-5-oxopyrrolidine-3-carboxylic acid CN1C[C@H](CC1=O)C(=O)O